C1(CC1)C(=O)NC1=CC(=C(N=N1)C(=O)NC)NC1=C(C(=CC=C1)C1=NN(C=N1)C([2H])([2H])[2H])OC 6-(cyclopropanecarboxamido)-4-((2-methoxy-3-(1-(methyl-d3)-1H-1,2,4-triazol-3-yl)phenyl)amino)-N-methylpyridazine-3-carboxamide